ClC1=NC=C2C(=N1)N(N=C2)C[C@@H]2[C@H]1C[C@H]1CN2C(C)=O 1-[(1S,2S,5R)-2-[(6-chloropyrazolo[3,4-d]pyrimidin-1-yl)methyl]-3-azabicyclo[3.1.0]hexan-3-yl]ethanone